C(C)(C)(C)N=P(N(C)C)(N(C)C)N(C)C tert.-Butyl-imino-tris-(dimethylamino)-phosphorane